(5-(5-bromo-6-methylpyridin-2-yl)-3-methylisoxazol-4-yl)methanol Methyl-2,4-dimethoxypyrimidine-5-carboxylate CC1=C(C(=NC(=N1)OC)OC)C(=O)OCC=1C(=NOC1C1=NC(=C(C=C1)Br)C)C